FC1=C(C=CC(=C1)C1C(COC2=CC(=CC=C12)O)C1=CC(=CC=C1)OC)N1CCC(CC1)CN1CCN(CC1)C=1C=C2CN(C(C2=CC1)=O)C1C(NC(CC1)=O)=O 3-(5-(4-((1-(2-Fluoro-4-(7-hydroxy-3-(3-methoxyphenyl)chroman-4-yl)phenyl)piperidin-4-yl)methyl)piperazin-1-yl)-1-oxoisoindolin-2-yl)piperidin-2,6-dion